F\C(=C/C1=CC=C(C(=C1N1CC2(CCC1)CCN(CC2)C(=O)OC(C)(C)C)C(F)(F)F)OC2=CC=CC=C2)\C2=NC=CC(=N2)C2=CN=NC=C2 tert-Butyl (Z)-2-(6-(2-fluoro-2-(4-(pyridazin-4-yl)pyrimidin-2-yl)vinyl)-3-phenoxy-2-(trifluoromethyl)phenyl)-2,9-diazaspiro[5.5]undecane-9-carboxylate